BrC1=CC=C(C=C1)[C@H](C(F)(F)F)NC(=O)C1CCC(CC1)O (1r,4S)-N-((S)-1-(4-bromophenyl)-2,2,2-trifluoroethyl)-4-hydroxycyclohexane-1-carboxamide